C1(CC1)C(=O)N1CCC2=CC(=CC=C12)C=1N=C(SC1C)NC(CC1=CC(=CC=C1)OCCOCCNC1=C2C(N(C(C2=CC=C1)=O)C1C(NC(CC1)=O)=O)=O)=O N-(4-(1-(cyclopropanecarbonyl)indolin-5-yl)-5-methylthiazol-2-yl)-2-(3-(2-(2-((2-(2,6-dioxopiperidin-3-yl)-1,3-dioxoisoindolin-4-yl)amino)ethoxy)ethoxy)phenyl)acetamide